(3-fluoro-4-((7-methoxyquinolin-4-yl)oxy)phenyl)(imino)(methyl)-λ6-sulfanone FC=1C=C(C=CC1OC1=CC=NC2=CC(=CC=C12)OC)S(=O)(C)=N